COC(CC1N(CCN(C1)CCC(NC1=NC=CC(=C1)NC1=C(N=NC(=C1)C1=C(C=CC(=C1)Cl)F)C)=O)C)=O.N1=CNC2=C1CCOC2 3,4,6,7-tetrahydropyrano[3,4-d]imidazole methyl-2-(4-{2-[(4-{[6-(5-chloro-2-fluorophenyl)-3-methylpyridazin-4-yl]amino}pyridin-2-yl)carbamoyl]ethyl}-1-methylpiperazin-2-yl)acetate